Methyl 2-(4-(2-(6-Methylpyridin-2-yl)-6,7-dihydro-5H-pyrrolo[1,2-a]imidazol-3-yl)pyridin-2-yl)-4,6-dihydropyrrolo[3,4-d]imidazol-5(1H)-carboxylate CC1=CC=CC(=N1)C=1N=C2N(C1C1=CC(=NC=C1)C1=NC3=C(N1)CN(C3)C(=O)OC)CCC2